ClC=1C=C(N)C=CC1OC1=CC(=CC=C1)OC 3-chloro-4-(3-methoxyphenoxy)aniline